O.[Si].[Al].[Mg] magnesium-aluminum-silicon water